ClC1=CC(=C2C(C(=CN(C2=N1)C1=NC(=NS1)C1=CC=NC=C1)C(=O)OCC)=O)C ethyl 7-chloro-5-methyl-4-oxo-1-[3-(pyridin-4-yl)-1,2,4-thiadiazol-5-yl]-1,4-dihydro-1,8-naphthyridine-3-carboxylate